FC=1C(=NC=CC1)C#N Fluoropyridinecarbonitrile